CN(C(COC=1C=NC=CC1C1=C(C=2C(NCCC2N1)=O)NC1=C(C(=CC=C1)F)OC)(C)C)C 2-{3-[2-(dimethylamino)-2-methylpropoxy]pyridin-4-yl}-3-(3-fluoro-2-methoxyanilino)-1,5,6,7-tetrahydro-4H-pyrrolo[3,2-c]pyridin-4-one